BrC=1C=C(C#N)C=C(C1)C(F)(F)F 3-bromo-5-(trifluoromethyl)benzonitrile